3-decylthiophen C(CCCCCCCCC)C1=CSC=C1